OC1=C(C(=O)O)C(=CC=C1)O 2,6-DIHYDROXYBENZOIC ACID